di-n-butoxy-titanium dichloride [Cl-].[Cl-].C(CCC)O[Ti+2]OCCCC